N,N-diethyl-N-(2-(2-methoxyethoxy)ethyl)-N-methylammonium hydrogen carbonate C(O)([O-])=O.C(C)[N+](C)(CCOCCOC)CC